3-dimethylamino-1-(thienyl)-1-propanone hydrochloride Cl.CN(CCC(=O)C=1SC=CC1)C